(3-fluorophenyl)tetrahydro-2H-pyran-4-carbonitrile FC=1C=C(C=CC1)C1OCCC(C1)C#N